(imidazo[1,2-a]pyridin-3-yl)-6-(methylthio)benzonitrile N=1C=C(N2C1C=CC=C2)C2=C(C#N)C(=CC=C2)SC